4-(Cis-2,6-dicyclohexyl-1-methyl-1,2,3,6-tetrahydropyridin-4-yl)-2-isopropoxy-5-methylaniline C1(CCCCC1)[C@@H]1N([C@@H](C=C(C1)C1=CC(=C(N)C=C1C)OC(C)C)C1CCCCC1)C